N-(n-decyl)-N'-(3-aminopropyl)-1,3-propanediamine C(CCCCCCCCC)NCCCNCCCN